(R)-1'-(6-amino-5-((2-amino-3-chloropyridin-4-yl)thio)pyrazin-2-yl)-2,3-dihydrospiro[indene-1,4'-piperidine]-2,5-diamine NC1=C(N=CC(=N1)N1CCC2(CC1)[C@@H](CC1=CC(=CC=C12)N)N)SC1=C(C(=NC=C1)N)Cl